estra-4,9,11-triene-3,17-dione C[C@@]12C(CC[C@H]1[C@@H]1CCC3=CC(CCC3=C1C=C2)=O)=O